(6-butyryl-4-methylpyridin-3-yl)boronic acid C(CCC)(=O)C1=CC(=C(C=N1)B(O)O)C